F[C@H]1COC2=C(N(C1)CC1=CC=C(C=C1)F)C=C(C(=C2)NC(CC(C)(C)C)=O)C N-[(3R)-3-fluoro-5-[(4-fluorophenyl)methyl]-7-methyl-3,4-dihydro-2H-1,5-benzoxazepin-8-yl]-3,3-dimethyl-butanamide